2'-chloro-N-(5-(4-chloro-1,5-dimethyl-1H-pyrazole-3-carbonyl)-5,6-dihydro-4H-pyrrolo[3,4-d]thiazol-2-yl)-5'-methoxy-6-methyl-[4,4'-bipyridine]-3-carboxamide ClC1=NC=C(C(=C1)C1=C(C=NC(=C1)C)C(=O)NC=1SC2=C(N1)CN(C2)C(=O)C2=NN(C(=C2Cl)C)C)OC